ClC1=C(C(=C(C(=N1)N(CC(C(=O)N)(C)O)C)C#N)CC)C#N 3-((6-chloro-3,5-dicyano-4-ethylpyridin-2-yl)(methyl)amino)-2-hydroxy-2-methylpropanamide